(S)-N-(1-oxo-3-phenyl-1-(pyrrolidin-1-yl)propan-2-yl)ethenesulfonamide O=C([C@H](CC1=CC=CC=C1)NS(=O)(=O)C=C)N1CCCC1